N-[5-[5-bromo-2-(difluoromethoxy)phenyl]-1-(2-trimethylsilylethoxymethyl)pyrazol-4-yl]Pyrazolo[1,5-a]Pyrimidine-3-carboxamide BrC=1C=CC(=C(C1)C1=C(C=NN1COCC[Si](C)(C)C)NC(=O)C=1C=NN2C1N=CC=C2)OC(F)F